NC1=NC=2C=CC(=CC2C2=C1COC2)C(=O)N(CC2=NC=C(C=C2)C(F)(F)F)C 4-amino-N-methyl-N-((5-(trifluoromethyl)-2-pyridinyl)methyl)-1,3-dihydrofuro[3,4-c]quinoline-8-carboxamide